4-[4-(9-phenyl-9H-fluorene-9-yl)phenyl]-6-phenyldibenzothiophene C1(=CC=CC=C1)C1(C2=CC=CC=C2C=2C=CC=CC12)C1=CC=C(C=C1)C1=CC=CC2=C1SC1=C2C=CC=C1C1=CC=CC=C1